NC1=C(C=C(C=C1)C1=CC=C(C=C1)F)NC(=O)C1=CC2=C(C(=CO2)S(=O)(=N)C)C=C1 N-[2-amino-5-(4-fluorophenyl)phenyl]-3-(methylsulfonimidoyl)benzofuran-6-carboxamide